4-Dimethylaminobutyric acid HCl salt Cl.CN(CCCC(=O)O)C